tertiary butane bromide [Br-].C(C)(C)C